C1(CC1)C1=NC2=C(N1)C(=CC(=C2)C2=C(N=NN2C)C)C(O)(C2=NC=CC=C2)C2=NC=CC=C2 (2-cyclopropyl-5-(1,4-dimethyl-1H-1,2,3-triazol-5-yl)-1H-benzo[d]imidazol-7-yl)bis(pyridin-2-yl)methanol